BrC=1C=C(C=CC1)C1=C(C(=NN1C=1SC=C(N1)B(O)O)CC1CC1)CC1=CC(=C(C=C1)S(N)(=O)=O)F (2-(5-(3-bromophenyl)-3-(cyclopropylmethyl)-4-(3-fluoro-4-sulfamoylbenzyl)-1H-pyrazol-1-yl)thiazol-4-yl)boronic acid